C1(CC1)N1N=CC(=C1)C1=NN2C(=NC=3C(=CC=CC3C2=N1)C(F)(F)F)NC=1C(N=CC=NC1)=O (6S)-6-{[2-(1-cyclopropyl-1H-pyrazol-4-yl)-7-(trifluoromethyl)[1,2,4]triazolo[1,5-c]quinazolin-5-yl]amino}-1,4-diazepin-5-one